(S)-(2-(2-cyano-4,4-difluoropyrrolidin-1-yl)-2-oxoethyl)carbamic acid tert-butyl ester C(C)(C)(C)OC(NCC(=O)N1[C@@H](CC(C1)(F)F)C#N)=O